3-(1-trifluoromethyl-cyclobutylmethoxy)-1H-pyrazole FC(C1(CCC1)COC1=NNC=C1)(F)F